C1(CCCCC1)N1N=CC=C1CN(C1=NOC(=N1)C=1C(=C(C(=C(C1)F)F)O)F)C 3-(3-(((1-cyclohexyl-1H-pyrazol-5-yl)methyl)(methyl)amino)-1,2,4-oxadiazol-5-yl)-2,5,6-trifluorophenol